N-(4-((6-cyclopropoxy-2-(1,1-difluoroethyl)pyrimidin-4-yl)amino)-5-(5-methoxypyrazin-2-yl)pyridin-2-yl)acetamide C1(CC1)OC1=CC(=NC(=N1)C(C)(F)F)NC1=CC(=NC=C1C1=NC=C(N=C1)OC)NC(C)=O